bis(2-methoxybenzoyl)(2-methylprop-1-yl)phosphine oxide COC1=C(C(=O)P(CC(C)C)(C(C2=C(C=CC=C2)OC)=O)=O)C=CC=C1